O=C1NC(CCC1N1C(C2=CC=CC(=C2C1)OCC1=CC=C(CN2C(CCC2)C(=O)O)C=C1)=O)=O 1-{4-[2-(2,6-Dioxo-piperidin-3-yl)-1-oxo-2,3-dihydro-1H-isoindol-4-yl-oxymethyl]-benzyl}-pyrrolidine-2-carboxylic acid